O=C1N(C=CC(N1)=O)C1OC(CC1)CO (3R,4R)-2-(2,4-dioxo-3,4-dihydropyrimidin-1(2H)yl)-5-(hydroxymethyl)tetrahydrofuran